BrC=1C(=CC(=C(C=O)C1)OC)CCCCC 5-bromo-2-methoxy-4-pentylbenzaldehyde